1,3-dioxoisoindolin-2-yl trifluoromethanesulfonate FC(S(=O)(=O)ON1C(C2=CC=CC=C2C1=O)=O)(F)F